CC1=NC2=C(N1)C=CC(=C2)C2(C(C=NC=C2)N)N 4-(2-methyl-1H-benzimidazol-5-yl)pyridine-3,4-diamine